trans-4-(5-Methylpyrazin-2-yl)oxycyclohexanecarboxylic acid methyl ester COC(=O)[C@@H]1CC[C@H](CC1)OC1=NC=C(N=C1)C